FC=1C(=C2C(=NC1)NC(=N2)C21CC(C2)(C1)OC)C1CCN(CC1)C(=O)C1=CC=C(C=C1)OC(F)(F)F [4-[6-fluoro-2-(3-methoxy-1-bicyclo[1.1.1]pentanyl)-3H-imidazo[4,5-b]pyridin-7-yl]-1-piperidyl]-[4-(trifluoromethoxy)phenyl]methanone